FC=1C(=CC=2CCC2C1)C=O 4-fluoro-bicyclo[4.2.0]oct-1(6),2,4-triene-3-carbaldehyde